5-bromo-β,β,2-trifluoro-3-pyridinepropionic acid BrC=1C=C(C(=NC1)F)C(CC(=O)O)(F)F